(S)-2-(3-(5-(2-cyanoacetylamino)pyrazin-2-yl)phenyl)-N-(5-(trifluoromethyl)thiazol-2-yl)propanamide C(#N)CC(=O)NC=1N=CC(=NC1)C=1C=C(C=CC1)[C@@H](C(=O)NC=1SC(=CN1)C(F)(F)F)C